(R)-3-((5-chloro-1H-indol-2-yl)methyl)-1-methyl-1-(1-(2-methyloxazole-4-carbonyl)piperidin-3-yl)urea ClC=1C=C2C=C(NC2=CC1)CNC(N([C@H]1CN(CCC1)C(=O)C=1N=C(OC1)C)C)=O